2-((5-(2-(1-(dimethylamino)-4-methylpentan-3-yl)-2,6-diazaspiro[3.4]oct-6-yl)-1,2,4-triazin-6-yl)oxy)-N-ethyl-5-fluoro-N-isopropylbenzamide CN(CCC(C(C)C)N1CC2(C1)CN(CC2)C=2N=CN=NC2OC2=C(C(=O)N(C(C)C)CC)C=C(C=C2)F)C